N-[3-[5-chloro-2-(difluoromethoxy)phenyl]-1-[2-oxo-2-(3,3,4-trimethylpiperazin-1-yl)ethyl]-1H-pyrazol-4-yl]pyrazolo[1,5-a]pyrimidine-3-carboxamide ClC=1C=CC(=C(C1)C1=NN(C=C1NC(=O)C=1C=NN2C1N=CC=C2)CC(N2CC(N(CC2)C)(C)C)=O)OC(F)F